N-(3-(4-acryloylpiperazin-1-yl)-7-(2-fluoro-6-hydroxyphenyl)-6-methylimidazo[1,2-a]pyridin-2-yl)acetamide C(C=C)(=O)N1CCN(CC1)C1=C(N=C2N1C=C(C(=C2)C2=C(C=CC=C2O)F)C)NC(C)=O